ClC1=CC=C(C=C1)C1=NN=C(O1)SCC(=O)OC1=C(C=CC2=CC=CC=C12)C(N)=N 2-(5-(4-chlorophenyl)-1,3,4-oxadiazol-2-ylthio)acetoxy-2-naphthimidamide